BrCC1=CC(=C(C(=O)[O-])C=C1)C 4-(bromomethyl)-2-methylbenzoate